N-[1-(hydroxymethyl)cyclopropyl]-5-(1H-indole-2-carbonyl)-N-methyl-4H,5H,6H,7H-pyrazolo[1,5-a]pyrazine-3-carboxamide OCC1(CC1)N(C(=O)C=1C=NN2C1CN(CC2)C(=O)C=2NC1=CC=CC=C1C2)C